2-((1-benzyl-1H-indol-4-yl)methoxy)-N-methylethan-1-amine C(C1=CC=CC=C1)N1C=CC2=C(C=CC=C12)COCCNC